Methyl (S)-2-(4,4-difluorocyclohexyl)-2-((((5-methylisoxazol-3-yl)methoxy)-carbonyl)amino)acetate FC1(CCC(CC1)[C@@H](C(=O)OC)NC(=O)OCC1=NOC(=C1)C)F